(R)-tert-butyl-3-aminopiperidine-1-carboxylate C(C)(C)(C)OC(=O)N1C[C@@H](CCC1)N